1-Isothiocyanato-8-(methyl-sulfonyl)-octane N(=C=S)CCCCCCCCS(=O)(=O)C